ClC1=CC=C(C=C1)CNC(=O)C=1C(=NC(=CC1C)N1CCOCC1)OCC N-[(4-Chlorophenyl)-methyl]-2-ethoxy-4-methyl-6-morpholin-4-yl-pyridine-3-carboxylic acid amide